bis-1-naphthylamine C1(=CC=CC2=CC=CC=C12)NC1=CC=CC2=CC=CC=C12